7-(benzyloxy)-4-hydroxyquinoline-3-carboxylic acid ethyl ester C(C)OC(=O)C=1C=NC2=CC(=CC=C2C1O)OCC1=CC=CC=C1